methyl (S)-(1-hydrazinyl-3,3-dimethyl-1-oxobutan-2-yl)carbamate N(N)C([C@H](C(C)(C)C)NC(OC)=O)=O